CC1=C2C(C(=O)NC2=O)=CC=C1C1=CC=CC=2C3=CC=CC=C3NC12 m-methyl-carbazolylphthalimide